C1(CCCC1)N1C=CN(C=2C=NC(=NC12)NC1=CC2=C(N=C(S2)C)C=C1C)C 8-cyclopentyl-2-((2,5-dimethylbenzo[d]thiazol-6-yl)amino)-5-methyl-5,8-dihydropteridin